N-[1-[4-[2-[(2S)-2-methylazetidin-1-yl]-6,7-dihydro-5H-cyclopenta[d]pyrimidin-4-yl]phenyl]cyclobutyl]methanesulfonamide C[C@@H]1N(CC1)C=1N=C(C2=C(N1)CCC2)C2=CC=C(C=C2)C2(CCC2)NS(=O)(=O)C